6-methoxy-7-(3-morpholinopropoxy)quinoline COC=1C=C2C=CC=NC2=CC1OCCCN1CCOCC1